BrC(C(C(C1=CC=C(C=C1)Cl)C1=C(C=CC(=C1)Br)SC1=C(C=C(C=C1)Br)C(C(C(=C)Br)(F)F)C1=CC=C(C=C1)Cl)(F)F)=C 3-bromo-1-(4-chlorophenyl)-2,2-difluoro-but-3-en-1-yl-4-bromophenyl sulfide